N-(4-Dimethylamino-benzyl)-3-[3-(4-trifluoromethoxy-benzyl)-3H-imidazo[4,5-b]pyridin-2-yl]-propionamide CN(C1=CC=C(CNC(CCC2=NC=3C(=NC=CC3)N2CC2=CC=C(C=C2)OC(F)(F)F)=O)C=C1)C